FC(CCC([2H])([2H])N1C(SC(=C1C)C)=NC(=O)C1C(C1(C)C)(C)C)([2H])[2H] N-(3-(4-Fluorobutyl-1,1,4,4-d4)-4,5-dimethylthiazol-2(3H)-yliden)-2,2,3,3-tetramethylcyclopropan-1-carboxamid